CC=1N(N=C2C1NC(NC2=O)=O)C2OCCCC2 methyl-2-(tetrahydro-2H-pyran-2-yl)-2,4-dihydro-5H-pyrazolo[4,3-d]pyrimidine-5,7(6H)-dione